C1(CC1)[C@](CNC(=O)C1=CC(=NO1)O)(CC1=CC=C(C=C1)F)C (R)-N-(2-cyclopropyl-3-(4-fluorophenyl)-2-methylpropyl)-3-hydroxyisoxazole-5-carboxamide